(1R,3r)-3-(((2,2-difluoro-1-hydroxy-7-(trifluoromethylthio)-2,3-dihydro-1H-inden-4-yl)oxy)methyl)cyclobutane-1-carbonitrile FC1([C@@H](C2=C(C=CC(=C2C1)OCC1CC(C1)C#N)SC(F)(F)F)O)F